NC1=CC=CC(=N1)S(=O)(=O)NC(=O)C=1C(=NC(=CC1)C1=CC(=CC=C1)OCC)OC1=C(C=C(C=C1C)C)C N-[(6-Amino-2-pyridyl)sulfonyl]-6-(3-ethoxyphenyl)-2-(2,4,6-trimethylphenoxy)pyridin-3-carboxamid